CN1CCN(CC1)C=1C=C(C=CC1)SC1=CC2=C(NC=N2)C=C1 5-((3-(4-methylpiperazin-1-yl)phenyl)thio)-1H-benzo[d]imidazol